6-methoxy-2-methyl-2H-benzo[d][1,2,3]triazol-5-amine COC=1C(=CC=2C(=NN(N2)C)C1)N